C(C)(C)(C)P(C1=C(C2=CC=CC=C2C=C1)C1=CC=CC2=CC=CC=C12)C(C)(C)C rac-2-(di-tert-butylphosphino)-1,1'-binaphthyl